BrC=1C(=NC(=NC1)NC1=CC(=C(C=C1OC)N1CCC(CC1)N1CCNCC1)CC)NC=1C(=C2N=CC=NC2=CC1)P(=O)(C)C 4-(1-(4-((5-bromo-4-((5-(dimethylphosphoryl)quinoxalin-6-yl)amino)pyrimidin-2-yl)amino)-2-ethyl-5-methoxyphenyl)piperidin-4-yl)piperazin